1-[(1R,4R)-5-[4-[3-chloro-4-(difluoromethoxy)anilino]pyrido[3,2-d]pyrimidin-6-yl]-2,5-diazabicyclo[2.2.2]octan-2-yl]prop-2-en-1-one ClC=1C=C(NC=2C3=C(N=CN2)C=CC(=N3)N3[C@H]2CN([C@@H](C3)CC2)C(C=C)=O)C=CC1OC(F)F